CC(CCOC)O 3-methyl-3-hydroxy-methyl-oxypropane